dicyclopentyl-(2-naphthyl)phosphine C1(CCCC1)P(C1=CC2=CC=CC=C2C=C1)C1CCCC1